[2H]C(N(C)C)C(C1=CNC2=CC=CC=C12)[2H] α,β-Dideutero-N,N-dimethyltryptamin